3-(chloromethyl)-5-fluorobenzo[b]thiophene ClCC=1C2=C(SC1)C=CC(=C2)F